C1(CC1)C=1C=C(C=CC1)N1C(C(C2=CC(=CC=C12)C(=O)NC1(CCS(CC1)(=O)=O)C)(C)C)=O 1-(3-cyclopropylphenyl)-3,3-dimethyl-N-(4-methyl-1,1-dioxidotetrahydro-2H-thiopyran-4-yl)-2-oxoindoline-5-carboxamide